CC1(C2CC(C1(CC2)CS(=O)(=O)Cl)=O)C (7,7-dimethyl-2-oxo-norbornan-1-yl)methanesulfonyl chloride